methylpyridin-1-ium-3-carboxylate COC(=O)C=1C=[NH+]C=CC1